2-(6-{5-chloro-2-[(oxan-4-yl)amino]pyrimidin-4-yl}-1-oxo-2,3-dihydro-1H-isoindol-2-yl)-3-hydroxy-N-[(1-hydroxycyclopropyl)-(phenyl)methyl]-propanamide ClC=1C(=NC(=NC1)NC1CCOCC1)C1=CC=C2CN(C(C2=C1)=O)C(C(=O)NC(C1=CC=CC=C1)C1(CC1)O)CO